carbamic acid [(2s,3s)-3-hydroxy-2-[[2-methyl-1,3-dioxo-3-[[3-(trifluoromethyl) phenyl] amino] propyl] amino] 4-hexynyl]-phenylmethyl ester O[C@H]([C@H](CC(C1=CC=CC=C1)OC(N)=O)NC(C(C(NC1=CC(=CC=C1)C(F)(F)F)=O)C)=O)C#CC